6-[8-(1,3-benzothiazol-2-ylcarbamoyl)-3,4-dihydroisoquinolin-2(1H)-yl]-3-[1-benzyl-5-(ethoxycarbonyl)-2-methyl-1H-pyrrol-3-yl]pyridine-2-carboxylic acid S1C(=NC2=C1C=CC=C2)NC(=O)C=2C=CC=C1CCN(CC21)C2=CC=C(C(=N2)C(=O)O)C2=C(N(C(=C2)C(=O)OCC)CC2=CC=CC=C2)C